C1(=CC=CC=C1)C1=NC(=CC(=C1)N(C)C)C1=CC=CC=C1 2,6-diphenyl-4-dimethylaminopyridine